2-(4-cyclopropyl-6-methoxypyrimidin-5-yl)-8-(3-fluoro-4-(1-methyl-4-(trifluoromethyl)-1H-imidazol-2-yl)benzyl)-[1,2,4]triazolo[1,5-a]pyridine C1(CC1)C1=NC=NC(=C1C1=NN2C(C(=CC=C2)CC2=CC(=C(C=C2)C=2N(C=C(N2)C(F)(F)F)C)F)=N1)OC